CN(CC(=O)O)C(=O)CN The molecule is a dipeptide obtained by formal condensation of the carboxy group of glycine with the amino group of sarcosine. It is a tautomer of a glycylsarcosine zwitterion.